Cl.[C@H]12OCC[C@@H]2C[C@H]1N (1R,5S,7R)-2-oxabicyclo[3.2.0]heptan-7-amine hydrochloride